m-hydroxyphenylacetone OC=1C=C(C=CC1)CC(C)=O